N1CC(C1)OC(=O)C=1N=C(SC1)C=1C=NC2=CC=C(C=C2C1)C=1N=CNC1C1=NC(=CC=C1)C.C(=C)NC(=O)C1CCCCC1 N-vinyl-cyclohexanamide azetidin-3-yl-2-[6-[5-(6-methyl-2-pyridyl)-1H-imidazol-4-yl]-3-quinolyl]thiazole-4-carboxylate